CN(CCN1C(=CN2C1=NC(=C(C2=O)C=2C=NN(C2)CC(C(F)(F)F)(F)F)C(F)(F)F)C)C 1-[2-(dimethyl-amino)ethyl]-2-methyl-6-[1-(2,2,3,3,3-pentafluoropropyl)-1H-pyrazol-4-yl]-7-(trifluoromethyl)-1H,5H-imidazo[1,2-a]pyrimidin-5-one